BrC1=C(C=C(OC2CC3(C2)CCN(CC3)CC(=O)OCC)C=C1)C ethyl 2-(2-(4-bromo-3-methylphenoxy)-7-azaspiro[3.5]nonan-7-yl)acetate